tert-Butyl(1-(5-((4-chloro-2-methyl-2H-indazol-5-yl)thio)pyrazin-2-yl)-4-methylpiperidin-4-yl) carbamate C(N)(OC1(CC(N(CC1)C1=NC=C(N=C1)SC1=C(C2=CN(N=C2C=C1)C)Cl)C(C)(C)C)C)=O